BrC1=C(C=CC(=C1)F)C=1C(=NN(C1NC1=C(C=CC=C1)Br)C)C 4-(2-Bromo-4-fluorophenyl)-N-(2-bromophenyl)-1,3-dimethyl-1H-pyrazol-5-amin